C(CCC)C1CS(CC1)=O 3-butylthiolane 1-oxide